heptafluorodecyltrichlorosilane FC(C(F)(F)[Si](Cl)(Cl)Cl)(CCCCCCCC(F)(F)F)F